6-chloro-2-methoxy-pyridine-3-carbaldehyde ClC1=CC=C(C(=N1)OC)C=O